C(=C)C1=C(C(=C(C=C1)C)C)C=C 1,2-divinyl-3,4-dimethylbenzene